rac-((1S,3R)-3-(((tert-butyldimethylsilyl)oxy)methyl)-2,2-difluorocyclopropyl)methanol [Si](C)(C)(C(C)(C)C)OC[C@@H]1C([C@@H]1CO)(F)F |r|